NC=1C(=C2C(=NC1)CCC2)N2C[C@H]([C@@H]([C@H](C2)C)O)NC(OC(C)(C)C)=O tert-butyl [(3R,4R,5S)-1-(3-amino-6,7-dihydro-5H-cyclopenta[b]pyridin-4-yl)-4-hydroxy-5-methylpiperidin-3-yl]carbamate